C(C)(C)N1C(N(C=2N=NC=3C=CC(=CC3C21)C=2C=NC(=CC2)COC2CCN(CC2)C)C)=O 1-isopropyl-3-methyl-8-(6-(((1-methylpiperidin-4-yl)oxy)methyl)pyridin-3-yl)-1H-imidazo[4,5-c]cinnolin-2(3H)-one